C(C1=CC=CC=C1)=C1NC2=CC=CC=C2C1 2-benzylidene-1,2-dihydro-indole